CC1(OB(OC1(C)C)C=1C(=CC2=C(CCO2)C1)C)C 4,4,5,5-tetramethyl-2-(6-methyl-2,3-dihydrobenzofuran-5-yl)-1,3,2-dioxaborolane